OCCOC1C(OCC1OCCO)C(COCCOC(CCCCCCCCCCC)=O)OCCO 2-[2-[3,4-bis(2-hydroxyethoxy)oxolan-2-yl]-2-(2-hydroxyethoxy) ethoxy]ethyldodecanoate